FC=1C=C(C=CC1C(=O)OC)C1=CC(=C(C=C1)C)C Methyl 3-fluoro-3',4'-dimethyl-[1,1'-biphenyl]-4-carboxylate